NC1=C(C2=C(S1)CCCC2CC2=NC(=NO2)C2=CC=C(C=C2)Br)C#N 2-amino-4-((3-(4-bromophenyl)-1,2,4-oxadiazol-5-yl)methyl)-4,5,6,7-tetrahydrobenzo[b]thiophene-3-carbonitrile